ClC1=CC(=C(C=C1)C1(OC2=C(O1)C=CC=C2C2=C(C=C(CC1=NC3=C(N1C[C@H]1OCC1)C=C(C=C3)C(=O)O)C=C2)C)C)F 2-(4-(2-(4-chloro-2-fluorophenyl)-2-methylbenzo[d][1,3]dioxol-4-yl)-3-methylbenzyl)-1-(((S)-oxetan-2-yl)methyl)-1H-benzo[d]imidazole-6-carboxylic acid